N1=C(C=CC=C1)CCN1C(SC(=N1)SCCC1=NC=CC=C1)=S 3-[2-(2-pyridinyl)ethyl]-5-[2-(2-pyridinyl)ethylthio]-1,3,4-thiadiazole-2-thione